3-thiophenylboronic acid S1C=C(C=C1)B(O)O